p-tolyl-1H-imidazol-5-yl-1H-pyrrolo[2,3-b]pyridine C1(=CC=C(C=C1)C1=CC=2C(=NC=CC2)N1C1=CN=CN1)C